C1(=CC=CC=C1)N1N=C(N=N1)N 2-phenyl-5-amino-tetrazole